C(CCCCCCCCCCCCCCCCC(C)C)N isoeicosyl-amine